((2S,5R)-5-methyl-4-(1-methylcyclopropanecarbonyl)-2-phenylpiperazin-1-yl)-2-oxo-N-(1H-pyrazolo[4,3-c]pyridin-7-yl)acetamide C[C@H]1N(C[C@@H](N(C1)C(C(=O)NC=1C2=C(C=NC1)C=NN2)=O)C2=CC=CC=C2)C(=O)C2(CC2)C